tert-butyl (R)-2-(((tert-butyldimethylsilyl)oxy)methyl)aziridine-1-carboxylate [Si](C)(C)(C(C)(C)C)OCC1[N@@](C1)C(=O)OC(C)(C)C